C(C)N(C=1C=CC=2C3(C4=CC=C(C=C4OC2C1)NC(OCC1=CC=C(C=C1)NC([C@H](CC(C)C)NC(=O)OC(C)(C)C)=O)=O)OC(C1=CC=CC=C13)=O)CC 4-((S)-2-((tert-Butoxycarbonyl)amino)-4-methylpentanamido)benzyl (3'-(diethylamino)-3-oxo-3H-spiro[isobenzofuran-1,9'-xanthen]-6'-yl)carbamate